7-[4-(4-(Benzo[b]thien-4-yl)-piperazin-1-yl)butoxy]-1H-quinolin-2-one S1C2=C(C=C1)C(=CC=C2)N2CCN(CC2)CCCCOC2=CC=C1C=CC(NC1=C2)=O